C(C1=CC=CC=C1)C1CC2(CCNC2)CC1 7-benzyl-2-azaspiro[4.4]Nonane